3-(3,5-dimethylcyclohexyloxy)-1,2-propanediol CC1CC(CC(C1)C)OCC(CO)O